germanium-indium-antimony telluride [Sb]=[Te].[In].[Ge]